(furan-3-yl)-6-(2-phenoxyethoxy)-2-(pyridin-3-yl)-1H-inden-1-one O1C=C(C=C1)C1=C(C(C2=CC(=CC=C12)OCCOC1=CC=CC=C1)=O)C=1C=NC=CC1